7-Methoxy-4-oxo-1,4-dihydroquinolin-6-yl acetate C(C)(=O)OC=1C=C2C(C=CNC2=CC1OC)=O